(±)-Tert-butyl 4-(6-((5-fluoro-4-(8-fluoro-4-(1-hydroxyethyl)quinolin-6-yl)pyrimidin-2-yl)amino)pyridin-3-yl)piperidine-1-carboxylate FC=1C(=NC(=NC1)NC1=CC=C(C=N1)C1CCN(CC1)C(=O)OC(C)(C)C)C=1C=C2C(=CC=NC2=C(C1)F)[C@@H](C)O |r|